COCCCN(CCNCCN)CCC N-methoxypropyl-1,4,7-triazadecane